NC1=NC=C(C=C1O[C@H](C)C=1C=C(C=CC1)NC(=O)C1=CC2=C(S(C=C2)(=O)=O)C=C1)Cl (R)-N-(3-(1-((2-amino-5-chloropyridin-3-yl)oxy)ethyl)phenyl)benzo[b]thiophene-5-carboxamide 1,1-dioxide